Acetic acid 3-[5-ethyl-4-(4-ethyl-phenyl)-thiazol-2-yl]-2-oxo-2H-chromen-7-yl ester C(C)C1=C(N=C(S1)C=1C(OC2=CC(=CC=C2C1)OC(C)=O)=O)C1=CC=C(C=C1)CC